FC(OC1=NC(=C(C=2N=C(N=C(C21)NCCO)OC[C@]21CCCN1C[C@@H](C2)F)F)C2=CC(=CC1=CC=C(C(=C21)C#C)F)O)F 4-(5-(difluoromethoxy)-8-fluoro-2-(((2R,7aS)-2-fluorotetrahydro-1H-pyrrolizin-7a(5H)-yl)methoxy)-4-((2-hydroxyethyl)amino)pyrido[4,3-d]pyrimidin-7-yl)-5-ethynyl-6-fluoronaphthalen-2-ol